S1C(=CC=C1)N Thienamine